NC1=NC2=CC=C(C=C2C(=C1)C(=O)N)C(=O)N(CC1=NC=C(C=C1)C(F)(F)F)C(C)C1=NC=CC=N1 2-amino-N6-(1-(pyrimidin-2-yl)ethyl)-N6-((5-(trifluoromethyl)pyridin-2-yl)methyl)quinoline-4,6-dicarboxamide